BrC1=CC2=C(C=C1)CSC1=C2N(N=C1C(=O)N1C(C(NCC1)=O)(C)C)C1=NC=NC=C1 4-(8-bromo-1-pyrimidin-4-yl-5H-isothiochromeno[4,3-c]pyrazole-3-carbonyl)-3,3-dimethyl-piperazin-2-one